COC1=C(C2=C(C=C1)C(=O)C(=C(O2)C3=CC(=C(C=C3O)OC)O)OC)OC The molecule is a dihydroxyflavone that is flavone substituted by hydroxy groups at positions 2' and 5' and methoxy groups at positions 3, 7, 8 and 4'. It has been isolated from the aerial parts of Mimosa diplotricha. It has a role as a plant metabolite. It is a dihydroxyflavone and a tetramethoxyflavone. It derives from a flavone.